(S)-(3-(1-Amino-1,3-dihydrospiro[indene-2,4'-piperidin]-1'-yl)-6-((8-chloro-2-(2-methoxypyrimidin-4-yl)imidazo[1,2-a]pyridin-7-yl)thio)pyrazin-2-yl)methanol hydrochloride Cl.N[C@@H]1C2=CC=CC=C2CC12CCN(CC2)C=2C(=NC(=CN2)SC2=C(C=1N(C=C2)C=C(N1)C1=NC(=NC=C1)OC)Cl)CO